(1R,3S,5R)-2-(2-(3-acetyl-5-(2-methylpyrimidin-5-yl)-1H-indol-1-yl)acetyl)-N-(3-chloro-2-fluorobenzyl)-2-azabicyclo[3.1.0]hexane-3-carboxamide C(C)(=O)C1=CN(C2=CC=C(C=C12)C=1C=NC(=NC1)C)CC(=O)N1[C@@H]2C[C@@H]2C[C@H]1C(=O)NCC1=C(C(=CC=C1)Cl)F